4-oxa-1-azabicyclo[4.2.0]octan-2-one N12C(COCC2CC1)=O